COC(=O)C=1N(C=C(C1C)C=1C=NN(C1)C(C)C)N 1-amino-4-(1-isopropyl-1H-pyrazol-4-yl)-3-methyl-1H-pyrrole-2-carboxylic acid methyl ester